1-(4-(1,4-dimethyl-1H-pyrazol-5-yl)-5-fluoropyrimidin-2-yl)-N-hydroxy-N-(pyridin-3-ylmethyl)piperidine-4-carboxamide CN1N=CC(=C1C1=NC(=NC=C1F)N1CCC(CC1)C(=O)N(CC=1C=NC=CC1)O)C